(R)-N-(3,3-diphenylallyl)-N-(1-(4-methoxyphenyl)ethyl)-2-(pyrrolidin-1-yl)acetamide C1(=CC=CC=C1)C(=CCN(C(CN1CCCC1)=O)[C@H](C)C1=CC=C(C=C1)OC)C1=CC=CC=C1